FC1=CC=C2[C@H](CN(C2=C1)C(=O)C=1C=C2CN(C(C2=CC1)=O)C1C(NC(CC1)=O)=O)C 3-(5-((R)-6-fluoro-3-methylindoline-1-carbonyl)-1-oxoisoindolin-2-yl)piperidine-2,6-dione